N-[2-methoxy-4-[4-(4-methylpiperazin-1-yl)piperidin-1-yl]phenyl]-4-N-(2-propan-2-ylsulfonylphenyl)-1,3,5-triazine-2,4-diamine COC1=C(C=CC(=C1)N1CCC(CC1)N1CCN(CC1)C)NC1=NC=NC(=N1)NC1=C(C=CC=C1)S(=O)(=O)C(C)C